N-(4-(4-amino-7-(4-((2-fluoroethyl)amino)cyclohex-1-en-1-yl)-1-isopropyl-1H-pyrazolo[4,3-c]pyridin-3-yl)-2-fluorophenyl)-2-chlorobenzenesulfonamide NC1=NC=C(C2=C1C(=NN2C(C)C)C2=CC(=C(C=C2)NS(=O)(=O)C2=C(C=CC=C2)Cl)F)C2=CCC(CC2)NCCF